BrC1=CC=C(C=C1)/C=C/C(=O)C1=NC=CC2=C1NC1=CC=CC=C21 (E)-3-(4-bromophenyl)-1-(9H-pyrido[3,4-b]indol-1-yl)prop-2-en-1-one